ClC1=CC(=C(C=N1)C1=NC=C(C=C1F)C(C)(C)O)N[C@H](CCO)C (S)-3-((6'-Chloro-3-fluoro-5-(2-hydroxypropan-2-yl)-[2,3'-bipyridin]-4'-yl)amino)butan-1-ol